3-(1,1-difluoroethyl)pyridine-4-carboxylic acid FC(C)(F)C=1C=NC=CC1C(=O)O